4-chloro-6-methylthieno[2,3-d]pyrimidine-2-carboxamide ClC=1C2=C(N=C(N1)C(=O)N)SC(=C2)C